6-(trifluoromethoxy)-2,3-dihydro-cyclopenta[b]benzopyran-9(1H)-one FC(OC1=CC2=C(C(C3=C(O2)CCC3)=O)C=C1)(F)F